phenanthridin-1-yl acetate C(C)(=O)OC1=CC=CC2=NC=C3C=CC=CC3=C12